methyl 3-((6-((dimethyl(oxo)-λ6-sulfanylidene)amino)pyridin-2-yl)thio)propanoate CS(=O)(C)=NC1=CC=CC(=N1)SCCC(=O)OC